Cl.C(C)(=O)O acetate hcl